N-(4,4-diethyl-7-ethynyl-4H-chromeno[4,3-d]thiazol-2-yl)-4,6-dimethoxypyrimidine-5-carboxamide C(C)C1(OC=2C=C(C=CC2C=2N=C(SC21)NC(=O)C=2C(=NC=NC2OC)OC)C#C)CC